cobalt nickel gluconate O=C([C@H](O)[C@@H](O)[C@H](O)[C@H](O)CO)[O-].[Ni+2].[Co+2].O=C([C@H](O)[C@@H](O)[C@H](O)[C@H](O)CO)[O-].O=C([C@H](O)[C@@H](O)[C@H](O)[C@H](O)CO)[O-].O=C([C@H](O)[C@@H](O)[C@H](O)[C@H](O)CO)[O-]